C(#N)C1=CC=C(C=C1)C1=CC=C(C=C1)C1=CC=C(C2=CC=CC=C12)C1=CC=2C(=NN(N2)C2=CC=C(C=C2)C=2C3=CC=CC=C3C=3C=CC=CC3C2)C=C1 5-{4-(4'-cyano-biphenyl-4-yl)-naphthalen-1-yl}-2-{4-(phenanthren-9-yl)-phenyl}-2H-benzotriazole